N,N-dimethyl-N-(3-phenylpropyl)hexadecylammonium triphenylbutyl-borate C1(=CC=CC=C1)C(CCCOB([O-])[O-])(C1=CC=CC=C1)C1=CC=CC=C1.C[N+](CCCC1=CC=CC=C1)(C)CCCCCCCCCCCCCCCC.C[N+](C)(CCCC1=CC=CC=C1)CCCCCCCCCCCCCCCC